Nickel-iron-vanadium [V].[Fe].[Ni]